C(C)(C)(C)OC(=O)N1C2CN(CC1CC2)C2=NC(=NC1=C(C(=CC=C21)C2=CC(=CC1=CC=CC=C21)O)F)OC[C@H]2N(CCC2)C 3-[8-fluoro-7-(3-hydroxy-1-naphthyl)-2-[[(2S)-1-methylpyrrolidin-2-yl]methoxy]quinazolin-4-yl]-3,8-diazabicyclo[3.2.1]octane-8-carboxylic acid tert-butyl ester